CC=1C(=C(C=C(C1)O)O)C1=CC(CCC1)C 5-Methyl-4-(3-methylcyclohexen-1-yl)benzene-1,3-diol